N1[SiH2]N[SiH2]N[SiH2]1.[Li] lithium cyclotrisilazane salt